1,3,4-thiadiazol-2-yl-(thio)phosphoric triamide S1C(=NN=C1)SNP(N)(N)=O